CC1(COB(OC1)C=1C=C(C=C(C1OC)F)[C@@H](CO)C)C (S)-2-(3-(5,5-dimethyl-1,3,2-dioxaborinan-2-yl)-5-fluoro-4-methoxyphenyl)propan-1-ol